C(C)(C)(C)OC(=O)N([C@H]1CN(CC1)C=1C2=CN(N=C2C(=C(C1)F)C(=O)O)C)C1CC1 4-[(3R)-3-[(tertbutoxycarbonyl)(cyclopropyl)amino]pyrrolidin-1-yl]-6-fluoro-2-methylindazole-7-carboxylic acid